CN1C2CCC1CC1=NC=C(C=C12)[N+](=O)[O-] 10-methyl-3-nitro-6,7,8,9-tetrahydro-5H-5,8-epiminocyclohepta[b]pyridine